3-(4-Ethyl-4-morpholine-4-yl-piperidine-1-yl)-5,5-dimethyl-11-oxo-6,11-dihydro-5H-pyrido[4,3-b]carbazole-8-carboxylic acid amide C(C)C1(CCN(CC1)C1=CC=2C(C=3NC=4C=C(C=CC4C3C(C2C=N1)=O)C(=O)N)(C)C)N1CCOCC1